2-[[1-benzylpyrrolidine-2-carbonyl]amino]-4-[isopropyl-[4-(5,6,7,8-tetrahydro-1,8-naphthyridin-2-yl)butyl]amino]butanoic acid C(C1=CC=CC=C1)N1C(CCC1)C(=O)NC(C(=O)O)CCN(CCCCC1=NC=2NCCCC2C=C1)C(C)C